C(C)(C)(C)N1N=NC(=C1)C(=O)N[C@@H]1CCN(CC2=C1C=CC(=C2)C=2C=1N(C=C(N2)C=2C=NN(C2)C)N=CC1)C1COC1 1-tert-butyl-N-[(5R)-8-[6-(1-methylpyrazol-4-yl)pyrazolo[1,5-a]pyrazin-4-yl]-2-(oxetan-3-yl)-1,3,4,5-tetrahydro-2-benzazepin-5-yl]triazole-4-carboxamide